3-((S)-1-cyclopropyl-4,4-difluorobutyl)-1-ethyl-1-((S)-2,2,2-trifluoro-1-(5-methoxy-4-(8-methoxy-2-methylimidazo[1,2-a]pyrazin-6-yl)pyridin-2-yl)ethyl)urea C1(CC1)[C@H](CCC(F)F)NC(N([C@H](C(F)(F)F)C1=NC=C(C(=C1)C=1N=C(C=2N(C1)C=C(N2)C)OC)OC)CC)=O